lauryl acrylate (Lauryl acrylate) C(CCCCCCCCCCC)C(C(=O)O)=C.C(C=C)(=O)OCCCCCCCCCCCC